(P)-(R)-8-(4-(4-(aminomethyl)-1-oxo-1,2-dihydrophthalazin-6-yl)-1-(methyl-d3)-1H-pyrazol-5-yl)-7-fluoro-2,3,3a,4-tetrahydro-1H-benzo[b]pyrrolo[1,2-d][1,4]oxazine-9-carbonitrile NCC1=NNC(C2=CC=C(C=C12)C=1C=NN(C1C1=C(C2=C(OC[C@@H]3N2CCC3)C=C1F)C#N)C([2H])([2H])[2H])=O